C1(=CC=CC=C1)N(C1=CC=C(C=C1)C1=NC2=CC=CC=C2C=C1)C1=CC=CC=C1 N,N-diphenyl-4-(quinolin-2-yl)aniline